Methyl 3-(4-methyl-2-(2-oxopyridin-1(2H)-yl)pentanamido)-3-(2-o-tolylpyridin-4-yl)propanoate CC(CC(C(=O)NC(CC(=O)OC)C1=CC(=NC=C1)C1=C(C=CC=C1)C)N1C(C=CC=C1)=O)C